CC=1N=C(C2=C(N1)C=NC(=C2)P2(CCN(CC2)C(=O)OCC)=O)N[C@H](C)C2=C(C(=CC=C2)C(F)(F)F)C ethyl 4-[2-methyl-4-({(1R)-1-[2-methyl-3-(trifluoromethyl)phenyl]ethyl}amino)pyrido[3,4-d]pyrimidin-6-yl]-4-oxo-1,4lambda5-azaphosphinane-1-carboxylate